tert-butyl 4-{[(R)-3-oxocyclopentyl]carbonyl}-1-piperazinecarboxylate O=C1C[C@@H](CC1)C(=O)N1CCN(CC1)C(=O)OC(C)(C)C